N1C[C@H](OCC1)COC=1C=NC=CC1N1C=CC=2C(NCCC21)=O {3-[(2S)-morpholin-2-ylmethoxy]pyridin-4-yl}-1H,5H,6H,7H-pyrrolo[3,2-c]pyridin-4-one